BrC=1C=C2C(=NC1)C1=C(N2C(CCC(F)(F)F)C2=CC=CC=C2)C(=NN1C)C(=O)OC methyl 6-bromo-1-methyl-4-(4,4,4-trifluoro-1-phenylbutyl)-1,4-dihydropyrazolo[3',4':4,5]pyrrolo[3,2-b]pyridine-3-carboxylate